tert-butyl 4-[3-fluoro-4-(4,4,5,5-tetramethyl-1,3,2-dioxaborolan-2-yl)phenyl]piperazine-1-carboxylate FC=1C=C(C=CC1B1OC(C(O1)(C)C)(C)C)N1CCN(CC1)C(=O)OC(C)(C)C